(R)-(1-fluorocyclopropyl)(6-(4-(2-(trifluoromethoxy)phenyl)piperidin-1-yl)-2-azaspiro[3.4]octan-2-yl)methanone FC1(CC1)C(=O)N1CC2(C1)C[C@@H](CC2)N2CCC(CC2)C2=C(C=CC=C2)OC(F)(F)F